B(O)(O)C(C)CCCC(=O)O 2-borono-6-hexanoic acid